2-hydroxy-4-phenylbenzophenone OC1=C(C(=O)C2=CC=CC=C2)C=CC(=C1)C1=CC=CC=C1